CN1CCC(CC1)(C1=CC=CC=C1)NS(=O)(=O)C1=CC=C(C=C1)OC(F)(F)F N-(1-methyl-4-phenylpiperidin-4-yl)-4-(trifluoromethoxy)benzenesulfonamide